FC1=C(C=CC(=C1)F)C1=CC(=C(C=C1)OC)NC1=NC=NC2=CC(=C(C=C12)NC(\C=C\CN1CCN(CC1)C)=O)OC (E)-N-(4-((2',4'-difluoro-4-methoxy-[1,1'-biphenyl]-3-yl)amino)-7-methoxy-quinazolin-6-yl)-4-(4-methyl-piperazin-1-yl)but-2-enamide